C(#N)C1=C(C2=C(N(C(N(C2=O)C(C(=O)OC(C)(C)C)(C)C)=O)CC(OC2CCOCC2)C2=C(C=C(C=C2)F)OC)S1)C Tert-butyl 2-(6-cyano-1-(2-(4-fluoro-2-methoxyphenyl)-2-((tetrahydro-2H-pyran-4-yl) oxy) ethyl)-5-methyl-2,4-dioxo-1,2-dihydrothieno[2,3-d]pyrimidin-3(4H)-yl)-2-methylpropanoate